1-(4-((2R,3R)-1-(6-(4-(1-(2-methoxyethyl)-4-methyl-1H-pyrazol-5-yl)piperidin-1-yl)-2-(trifluoromethyl)pyrimidin-4-yl)-2-methylazetidin-3-yl)piperazin-1-yl)prop-2-en-1-one COCCN1N=CC(=C1C1CCN(CC1)C1=CC(=NC(=N1)C(F)(F)F)N1[C@@H]([C@@H](C1)N1CCN(CC1)C(C=C)=O)C)C